(6aS,6a'S)-3,3'-((Pyridine-2,6-diylbis(methylene))bis(oxy))bis(2-methoxy-8-(pyrimidin-5-yl)-7,10-dihydrobenzo[e]pyrido[1,2-a][1,4]diazepin-12(6aH)-one) N1=C(C=CC=C1COC=1C(=CC2=C(N=C[C@H]3N(C2=O)CC=C(C3)C=3C=NC=NC3)C1)OC)COC=1C(=CC3=C(N=C[C@H]2N(C3=O)CC=C(C2)C=2C=NC=NC2)C1)OC